tert-butyl (2R)-2-[[2-(3,5-dimethylisoxazol-4-yl)-4-(isoxazole-4-carbonylamino)phenoxy]methyl]piperidine-1-carboxylate CC1=NOC(=C1C1=C(OC[C@@H]2N(CCCC2)C(=O)OC(C)(C)C)C=CC(=C1)NC(=O)C=1C=NOC1)C